ClC=1N=CN(C1CCl)C1CC1 4-chloro-5-(chloromethyl)-1-cyclopropylimidazole